C(C1=CC=CC=C1)N1CC(CC1)NCC=1C=C(C(=NC1)N)OC(C)C1=C(C(=CC=C1Cl)F)Cl 5-[(1-benzyl-pyrrolidin-3-ylamino)-methyl]-3-[1-(2,6-dichloro-3-fluoro-phenyl)-ethoxy]-pyridin-2-ylamine